CC1=CC(=NO1)NC(CC)=O N-(5-methylisoxazol-3-yl)propionamide